N1(CCCC1)NC(C=C)=O N-pyrrolidinyl-acrylamide